(1-(4-bromophenyl)cyclopropyl)-4-tosylpiperazine BrC1=CC=C(C=C1)C1(CC1)N1CCN(CC1)S(=O)(=O)C1=CC=C(C)C=C1